(1R,2S,5S)-N-(4-Amino-3-hydroxy-1-((1R,2S)-2-methylcyclopropyl)-4-oxobutan-2-yl)-6,6-dimethyl-3-azabicyclo[3.1.0]hexane-2-carboxamide NC(C(C(C[C@@H]1[C@H](C1)C)NC(=O)[C@@H]1[C@H]2C([C@H]2CN1)(C)C)O)=O